ETHYL 4-CYCLOPROPYL-3-(1-METHYL-1H-INDAZOL-7-YL)ISOTHIAZOLE-5-CARBOXYLATE C1(CC1)C=1C(=NSC1C(=O)OCC)C=1C=CC=C2C=NN(C12)C